5-(tertiary butyl)-N1,N3-bis(4-hydroxybenzyl)isophthalamide C(C)(C)(C)C=1C=C(C=C(C(=O)NCC2=CC=C(C=C2)O)C1)C(=O)NCC1=CC=C(C=C1)O